Methyl (2E)-3-{4-[(5,5,8,8-tetramethyl-5,6,7,8-tetrahydronaphthalen-2-yl) carbonyl]phenyl}prop-2-Enoat CC1(C=2C=CC(=CC2C(CC1)(C)C)C(=O)C1=CC=C(C=C1)/C=C/C(=O)OC)C